2-methyl-5-(4-(trifluoromethyl)phenyl)octahydropyrrolo[3,4-c]pyrrole CN1CC2CN(CC2C1)C1=CC=C(C=C1)C(F)(F)F